COC1=CC(=C(C(=C1)OC)C=1NC(=C(N1)C1=CC=CC=C1)C1=CC=CC=C1)O 2-(4,6-dimethoxy-2-hydroxyphenyl)-4,5-diphenylimidazole